ClC=1C(=NC(=NC1)NC1CCN(CC1)C(=O)OC(C)(C)C)C1=NN(C2=CC=C(C=C12)F)COCC[Si](C)(C)C tert-butyl 4-((5-chloro-4-(5-fluoro-1-((2-(trimethylsilyl)ethoxy)methyl)-1H-indazol-3-yl)pyrimidin-2-yl)amino)piperidine-1-carboxylate